8-((tert-butyldiphenylsilyl)oxy)-4,6,7,8-tetrahydropyrazolo[4,3-C]azepine-5(2H)-carboxylic acid benzyl ester C(C1=CC=CC=C1)OC(=O)N1CC=2C(C(CC1)O[Si](C1=CC=CC=C1)(C1=CC=CC=C1)C(C)(C)C)=NNC2